C1(=C(C(=CC=C1)C)C)P(C=C)(C1=C(C(=CC=C1)C)C)=O bis(xylyl)(vinyl)phosphine oxide